C(C)(C)(C)OC(=O)N(OCCOCCOCCOCCOCCN(C/C=C/C(=O)OCC)C)C ethyl (E)-4-[2-[2-[2-[2-[2-[tert-butoxycarbonyl(methyl)amino]oxyethoxy]ethoxy]ethoxy]ethoxy]ethyl-methylamino]but-2-enoate